CC1=CC=NC=2C3=C(C=CC12)C1=CC=CC=C1C=C3 methylnaphthoquinoline